1,5-diphenyl-1,4-pentadien-3-one palladium [Pd].C1(=CC=CC=C1)C=CC(C=CC1=CC=CC=C1)=O